2,2-diethyl-6-(3-(furan-3-yl)-1,2,4-oxadiazol-5-yl)chroman-4-one C(C)C1(OC2=CC=C(C=C2C(C1)=O)C1=NC(=NO1)C1=COC=C1)CC